FC=1C(=NC(=NC1C)C(F)(F)F)N1CC2(C1)CNCC2 2-(5-fluoro-6-methyl-2-(trifluoromethyl)pyrimidin-4-yl)-2,6-diazaspiro[3.4]octane